CC1=C(C(CCC1)(C)C)C(C=CC)=O 1-(2,6,6-trimethyl-1-cyclohexenyl)-2-buten-1-one